C(C)N(C(C1=C(C=CC(=C1)F)OC=1N=NC=CC1N1CC2(C1)CCN(CC2)C(=O)[C@H]2NCC[C@@H]2C)=O)C(C)C N-ethyl-5-fluoro-N-isopropyl-2-((4-(7-((2S,3S)-3-methylpyrrolidine-2-carbonyl)-2,7-diazaspiro[3.5]nonan-2-yl)pyridazin-3-yl)oxy)benzamide